C1(=CC=CC=C1)C(=CC1=CC=C(C=C1)C1=CC=C(C=C1)C=C(C1=CC=CC=C1)C1=CC=CC=C1)C1=CC=CC=C1 bis(2,2'-diphenylvinyl)-1,1'-biphenyl